NC1=CC=C(C=C1)C=1SC(=CN1)C1=C(C=C(C=C1)NS(=O)(=O)C)S(=O)(=O)NC(C)(C)C 2-[2-(4-aminophenyl)thiazol-5-yl]-N-tert-butyl-5-(methylsulfonylamino)benzenesulfonamide